R-hydroxy butyrate C(CCC)(=O)OO